tert-butyl 7-(1,3,4-thiadiazol-2-yl)-3-oxa-7,9-diazabicyclo[3.3.1]nonane-9-carboxylate S1C(=NN=C1)N1CC2COCC(C1)N2C(=O)OC(C)(C)C